CC1=C(C(=O)OCC#CC=2C=C(C(=C(C2)C(N)=O)N)C2=CC=C(C=C2)S(N)(=O)=O)C=CC=C1 3-(6-amino-5-carbamoyl-4'-sulfamoyl-[1,1'-biphenyl]-3-yl)prop-2-yn-1-yl 2-methylbenzoate